C1=CC=CC=2[C@@]34C(C=CC[C@H]3[C@@H](CC12)NCC4)=O morphinenon